6-Bromo-N-((4R,5S,7R,8R,9S,10R)-8,10-dihydroxy-7-(hydroxymethyl)-9-(4-(3,4,5-trifluorophenyl)-1H-1,2,3-triazol-1-yl)-1,6-dioxaspiro[4.5]decan-4-yl)benzo[d]isothiazole-3-carboxamide BrC1=CC2=C(C(=NS2)C(=O)N[C@@H]2CCO[C@]23O[C@@H]([C@@H]([C@@H]([C@H]3O)N3N=NC(=C3)C3=CC(=C(C(=C3)F)F)F)O)CO)C=C1